ClC[C@@H](CC1(N(CCC1=C)C(=O)OCCC(C)(C)C)C(=O)[O-])O 1-(tert-butyl)2-ethyl 2-((R)-3-chloro-2-hydroxypropyl)-3-methylenepyrrolidine-1,2-dicarboxylate